4-((4-(PIPERIDIN-1-yl)phenyl)thio)benzene-1,2-diamine N1(CCCCC1)C1=CC=C(C=C1)SC=1C=C(C(=CC1)N)N